N-(2-((2-(dimethylamino)ethyl)(methyl)amino)-5-((4-(7-methoxy-1H-indol-3-yl)pyrimidin-2-yl)amino)phenyl)propionamide CN(CCN(C1=C(C=C(C=C1)NC1=NC=CC(=N1)C1=CNC2=C(C=CC=C12)OC)NC(CC)=O)C)C